4-((1,3,7-trimethyl-2,6-dioxo-2,3,6,7-tetrahydro-1H-purin-8-ylsulfonyl)methyl)pyridine 1-oxide CN1C(N(C=2N=C(N(C2C1=O)C)S(=O)(=O)CC1=CC=[N+](C=C1)[O-])C)=O